COC1=C(C=CC=C1)C=1NC=CN1 (methoxyphenyl)imidazole